C(C1=CC=CC=C1)N1C2=C(NC[C@@H](C1=O)NC(OC(C)(C)C)=O)C=CC(=C2)F tert-butyl (S)-(1-benzyl-8-fluoro-2-oxo-2,3,4,5-tetrahydro-1H-benzo[b][1,4]diazepin-3-yl)carbamate